tert-butyl 4-[6-methoxy-5-(4,4,5,5-tetramethyl-1,3,2-dioxaborolan-2-yl)indazol-2-yl]piperidine-1-carboxylate COC=1C(=CC2=CN(N=C2C1)C1CCN(CC1)C(=O)OC(C)(C)C)B1OC(C(O1)(C)C)(C)C